3-nitro-2,5-dichlorobenzonitrile [N+](=O)([O-])C=1C(=C(C#N)C=C(C1)Cl)Cl